ClC1=CC=C(CN2N=NC(=C2)C(C=2C=C3CN(C(C3=CC2)=O)C2C(NC(CC2)=O)=O)O)C=C1 3-(5-((1-(4-chlorobenzyl)-1H-1,2,3-triazol-4-yl)(hydroxy)methyl)-1-oxoisoindolin-2-yl)piperidine-2,6-dione